CN1N=NC2=C1C=CC(=C2C)[C@@H](CC(=O)OCC)C=2C=C(C1=C(C=CS1)C2)CN2CC1(OC3=C(C2)C(=NC=C3)O)CC1 ethyl (3S)-3-(1,4-dimethyl-1H-benzotriazol-5-yl)-3-{7-[(6'-hydroxy-3'H-spiro[cyclopropane-1,2'-pyrido[3,4-f][1,4]oxazepin]-4'(5'H)-yl)methyl]-1-benzothiophen-5-yl}propanoate